C(CCC)OC[C@@H](COCCCCCCCCO[C@@H]1CC2=CC[C@H]3[C@@H]4CC[C@H]([C@@H](CCCC(C)C)C)[C@]4(CC[C@@H]3[C@]2(CC1)C)C)N(C)C (2S)-1-butoxy-3-({8-[(3β)-cholest-5-en-3-yloxy]octyl}oxy)-N,N-dimethylpropan-2-amine